BrC=1C=C(C(=NC1)N1CCC(CC1)OC(=O)N1CCC(CC1)N1N=C2C=C(C(=CC2=C1)C(=O)O)OC(C)C)F 2-[1-[[1-(5-bromo-3-fluoro-2-pyridyl)-4-piperidyl]oxycarbonyl]-4-piperidyl]-6-isopropoxy-indazole-5-carboxylic acid